N1-(2-bromopyridin-4-yl)benzene-1,2-diamine BrC1=NC=CC(=C1)NC=1C(=CC=CC1)N